CC1=C(C(=C(C=C1)O)CCCC)C dimethyl-butylphenol